FC(CN1CCC(CC1)NC(C1=CC(=CC=C1)CN1C(C2=CC=C(C=C2C=C1)C=1C(=NNC1)C(F)(F)F)=O)=O)F N-(1-(2,2-Difluoroethyl)piperidin-4-yl)-3-((1-oxo-6-(3-(trifluoromethyl)-1H-pyrazol-4-yl)isoquinolin-2(1H)-yl)methyl)benzamide